N-nonyl-N',N'-dipropylurea C(CCCCCCCC)NC(=O)N(CCC)CCC